1-[(2R,4R)-2-methyltetrahydro-2H-pyran-4-yl]-8-(trifluoromethyl)-1H-imidazo[4,5-c]Quinoline C[C@H]1OCC[C@H](C1)N1C=NC=2C=NC=3C=CC(=CC3C21)C(F)(F)F